4-((3-(7-((3-fluoropiperidin-4-yl)amino)-3-(2,2,2-trifluoroethyl)benzo[b]thiophen-2-yl)prop-2-yn-1-yl)amino)benzenesulfonamide FC1CNCCC1NC1=CC=CC2=C1SC(=C2CC(F)(F)F)C#CCNC2=CC=C(C=C2)S(=O)(=O)N